rel-(R)-tert-butyl ((5-phenylisochroman-1-yl)methyl)carbamate C1(=CC=CC=C1)C1=C2CCO[C@H](C2=CC=C1)CNC(OC(C)(C)C)=O |o1:11|